N-(2-((2,5-dichloropyrimidin-4-yl)amino)phenyl)ethanesulfonamide ClC1=NC=C(C(=N1)NC1=C(C=CC=C1)NS(=O)(=O)CC)Cl